N1=CC(=CC=C1)B(O)O PYRIDIN-3-YLBORONIC ACID